rel-4-ethyl-3-[2-(2H3)methyl-6-{[(1r,4r)-4-(trifluoromethyl)cyclohexyl]oxy}pyrimidin-4-yl]-1H,4H,5H-pyrrolo[3,2-b]pyridin-5-one C(C)N1C2=C(C=CC1=O)NC=C2C2=NC(=NC(=C2)OC2CCC(CC2)C(F)(F)F)C([2H])([2H])[2H]